5,12-bisMethyl-1,5,8,12-tetraaza-bicyclo[6.6.2]Hexadecane CN1CCCN2CCN(CCCN(CC1)CC2)C